7-(5-methylpyridin-2-yl)-2-(methylsulfonyl)pyrrolo[2,1-f][1,2,4]triazine CC=1C=CC(=NC1)C1=CC=C2C=NC(=NN21)S(=O)(=O)C